COC(=O)[C@@H]1[C@H](C1)C1=NC=C(N=C1)N[C@@H]1CCC2=C(C=CC(=C12)F)B1OC(C(O1)(C)C)(C)C (1S,2S)-2-{5-[(R)-7-fluoro-4-(4,4,5,5-tetramethyl-[1,3,2]Dioxaborolan-2-yl)-indan-1-ylamino]-pyrazin-2-yl}-cyclopropanecarboxylic acid methyl ester